CC(C)NCC1CCC2=CC(=C(C=C2N1)[N+](=O)[O-])CO The molecule is a member of the class of quinolines that is 1,2,3,4-tetrahydroquinoline which is substituted at positions 2, 6, and 7 by (isopropylamino)methyl, hydroxymethyl, and nitro groups, respectively. It is a member of quinolines, a C-nitro compound, a secondary amino compound and an aromatic primary alcohol.